C(=O)(O)C(CC1=CC=C(C=C1)OCCC)N1CCN(CCN(CCN(CC1)CC(=O)[O-])CC(=O)[O-])CC(=O)[O-].[Gd+3] Gadolinium 2,2',2''-{10-[1-carboxy-2-(4-propoxyphenyl)ethyl]-1,4,7,10-tetraazacyclododecan-1,4,7-triyl}triacetat